tert-butyl 2-[(3-chloro-2-fluorophenyl)methyl]-4,4-difluoro-3-(2-hydroxyethyl)-3-[(2-methylpropane-2-sulfinyl)amino]pyrrolidine-1-carboxylate ClC=1C(=C(C=CC1)CC1N(CC(C1(NS(=O)C(C)(C)C)CCO)(F)F)C(=O)OC(C)(C)C)F